C(C)(C)OCCN1C(NC(C2=C1C=CO2)=O)=S 1-(2-Isopropoxyethyl)-2-thioxo-furo[3,2-d]pyrimidin-4(1H)-one